3-((6-amino-[3,3'-bipyridin-5-yl]oxy)phenyl)-3-(4-tolyl)urea NC1=C(C=C(C=N1)C=1C=NC=CC1)OC1=C(C=CC=C1)N(C(N)=O)C1=CC=C(C=C1)C